C12(CC3CC(CC(C1)C3)C2)CN2N=CC(=C2C)C2=CN=C(S2C(=O)OCC)N(C)C=2N=NC(=C(C2)C)NC=2SC3=C(N2)C=CC=C3 ethyl 5-{1-[(adamantan-1-yl)methyl]-5-methyl-1H-pyrazol-4-yl}-2-({6-[(1,3-benzothiazol-2-yl)amino]-5-methylpyridazin-3-yl}(methyl)amino)-1,3-thiazole-1-carboxylate